FC=1C=NC=C(C1N1C(N(C=2C=NC=3C=C(C(=CC3C21)C2=CC1=C(N=C(N1)C)C=C2)OC)C)=O)OC 1-(3-Fluoro-5-methoxypyridin-4-yl)-7-methoxy-3-methyl-8-(2-methyl-3H-benzoimidazol-5-yl)-1,3-dihydroimidazo[4,5-c]-quinolin-2-one